tert-butyl (8-((6-aminohexyl)oxy)octyl)carbamate NCCCCCCOCCCCCCCCNC(OC(C)(C)C)=O